diazabicyclo[2.2.2]octane-2-carboxamide N12N(CC(CC1)CC2)C(=O)N